N-(2,4-dichloro-5-isopropoxyphenyl)-2-(((3,5-dioxo-1,2,4-oxadiazolidin-2-yl)methyl)thio)acetamide ClC1=C(C=C(C(=C1)Cl)OC(C)C)NC(CSCN1OC(NC1=O)=O)=O